C(C)OCCCP([O-])([O-])=O ethoxypropylphosphonate